dimethyl-(3-methyl-3-{[2-(pyridin-4-yl)-1,7-naphthyridin-4-yl]Amino}butyl)amine CN(CCC(C)(NC1=CC(=NC2=CN=CC=C12)C1=CC=NC=C1)C)C